FC(C=1C=C(C=CC1F)C1=CN=C2C(=N1)N(N=C2)CC=2C=C(C=NC2)C#N)F 5-[[6-[3-(Difluoromethyl)-4-fluoro-phenyl]pyrazolo[3,4-b]pyrazin-1-yl]methyl]pyridine-3-carbonitrile